2,4,6-tributyl-1,3,5,2,4,6-trioxatriphosphorinane C(CCC)P1OP(OP(O1)CCCC)CCCC